2-(1-adamantyl)-N-[2-[(2-chloro-3-pyridinyl)methyl]-1H-benzimidazol-5-yl]Acetamide C12(CC3CC(CC(C1)C3)C2)CC(=O)NC2=CC3=C(NC(=N3)CC=3C(=NC=CC3)Cl)C=C2